3-((3,5-bis(trifluoromethyl)phenyl)amino)-4-(((S)-(6-methoxyquinolin-4-yl)((1S,2S,4S,5r)-5-vinylquinolin-2-yl)methyl)amino)cyclobutane-3-ene-1,2-dione FC(C=1C=C(C=C(C1)C(F)(F)F)NC=1C(C(C1N[C@H](C1=NC2=CC=CC(=C2C=C1)C=C)C1=CC=NC2=CC=C(C=C12)OC)=O)=O)(F)F